4-(1-hydroxycyclobutyl)pyrimidine-2-carbonitrile OC1(CCC1)C1=NC(=NC=C1)C#N